C(=C)[Si](O[Si](C=C)(C=C)C)(C=C)C 1,1,3,3-tetravinyldimethyldisiloxane